FC1=C(COC2=CC=C3CCN=CC3=C2)C=CC=C1 7-((2-fluorobenzyl)oxy)-3,4-dihydroisoquinoline